(2S,3S,4R,5R)-N-ethyl-3,4-dihydroxyl-5-(2-(5-methoxypyridin-3-yl)-6-((pyridin-2-ylmethyl)amino)-9H-purin-9-yl)tetrahydrofuran-2-formamide C(C)NC(=O)[C@H]1O[C@H]([C@@H]([C@@H]1O)O)N1C2=NC(=NC(=C2N=C1)NCC1=NC=CC=C1)C=1C=NC=C(C1)OC